C1(CCCCC1)C(O)C1N2C(C3=CC=CC=C13)=CN=C2 Cyclohexyl-(5H-imidazo[5,1-a]isoindol-5-yl)methanol